C1(=CC=CC=C1)CC1=CC=C(C(=O)NC=2[Se]C(=CN2)C(=O)NC2=CC3=C(C=C2)OCO3)C=C1 2-(4-(phenylmethyl)benzoylamino)-N-(3,4-methylenedioxyphenyl)-1,3-selenazol-5-carboxamide